4-(2-Cyclopentylsulfanyl-pyridin-3-yl)-2,6-difluoro-phenylamine C1(CCCC1)SC1=NC=CC=C1C1=CC(=C(C(=C1)F)N)F